alpha-lupene CC(=C)[C@@H]1CC[C@]2([C@H]1[C@H]3CC[C@@H]4[C@]5(CCCC([C@@H]5CC[C@]4([C@@]3(CC2)C)C)(C)C)C)C